C(C)N1N=CC(=N1)NC1=CC(=C(N=N1)C(=O)NC([2H])([2H])[2H])NC1=C(C(=CC=C1)C1=NC=C(C=N1)F)OC 6-((2-Ethyl-2H-1,2,3-triazol-4-yl)amino)-4-((3-(5-fluoropyrimidin-2-yl)-2-methoxyphenyl)amino)-N-(methyl-d3)pyridazine-3-carboxamide